FC1=CC=C(C=C1)S1C[C@H](CN2C(N=C(C3=CC(=CC1=C23)C(F)(F)F)N2[C@H](CNCC2)C)=O)OC (S)-l-1-(4-fluorophenyl)-3-methoxy-8-((S)-2-methylpiperazin-1-yl)-10-(trifluoromethyl)-3,4-dihydro-2H,6H-[1,4]thiazepino[2,3,4-ij]quinazolin-6-one